CN1N=CC(=C1)C1=C(C=2N(C(=N1)N)C=CN2)C2=CC(=NC=C2)C 7-(1-Methyl-1H-pyrazol-4-yl)-8-(2-methylpyridin-4-yl)imidazo[1,2-c]pyrimidin-5-amine